2-(4-fluoro-2-methylphenoxy)-N-(4-fluoro-3-ureidophenyl)-4-(trifluoromethyl)benzamide FC1=CC(=C(OC2=C(C(=O)NC3=CC(=C(C=C3)F)NC(=O)N)C=CC(=C2)C(F)(F)F)C=C1)C